N-(2-(2-hydroxyethoxy)ethyl)-1-methyl-2-((6-((tetrahydro-2H-pyran-4-yl)oxy)benzo[d]oxazol-2-yl)amino)-1H-benzo[d]imidazole-5-carboxamide OCCOCCNC(=O)C1=CC2=C(N(C(=N2)NC=2OC3=C(N2)C=CC(=C3)OC3CCOCC3)C)C=C1